S1C(=C2NC=NC3=CC=NC1=C23)C(=O)N 3H-1-thia-3,5,8-triazaacenaphthylene-2-carboxamide